[4-({[(tert-butoxy)carbonyl]amino}methyl)phenyl]boronic acid C(C)(C)(C)OC(=O)NCC1=CC=C(C=C1)B(O)O